The molecule is a hydroxy-1,4-naphthoquinone that is 1,4-naphthoquinone in which the hydrogen at position 5 has been replaced by a hydroxy group. A plant-derived 1,4-naphthoquinone with confirmed antibacterial and antitumor activities. It has a role as a herbicide. C1=CC2=C(C(=O)C=CC2=O)C(=C1)O